(4aS,8aR)-7-methyloctahydro-1,4-methanonaphthalen-6(2H)-one CC1C(C[C@H]2C3CCC([C@H]2C1)C3)=O